4-cyano-N-[(1s,4s)-4-{[2-(trifluoromethyl)quinazolin-4-yl]amino}cyclohexyl]benzamide C(#N)C1=CC=C(C(=O)NC2CCC(CC2)NC2=NC(=NC3=CC=CC=C23)C(F)(F)F)C=C1